C(C(C)[2H])([2H])[2H] propan-1,1,2-d3